C(#N)C1=C(C=CC(=C1)CN1C(=NC=C1)C)C1=C(SC(=C1)CC(C)C)S(=O)(=O)NC(NCCC(F)(F)F)=O 3-(2-cyano-4-((2-methyl-1H-imidazol-1-yl)methyl)phenyl)-5-isobutyl-N-((3,3,3-trifluoropropyl)carbamoyl)thiophene-2-sulfonamide